ethyl (R)-1-((1-(3-cyano-2-methylphenyl)ethyl)amino)-7-methoxy-4-methylphthalazine-6-carboxylate C(#N)C=1C(=C(C=CC1)[C@@H](C)NC1=NN=C(C2=CC(=C(C=C12)OC)C(=O)OCC)C)C